1-[3-acetyl-6-[5-(pyridazin-3-ylamino)benzimidazol-1-yl]-2-pyridyl]-5-methyl-pyrazole-3-carbonitrile C(C)(=O)C=1C(=NC(=CC1)N1C=NC2=C1C=CC(=C2)NC=2N=NC=CC2)N2N=C(C=C2C)C#N